CC=1N(C=2N(C(C(=C(N2)C(F)(F)F)C=2C=NN(C2)CC(C(F)(F)F)(F)F)=O)C1)CC1COC1 2-methyl-1-[(oxetan-3-yl)methyl]-6-[1-(2,2,3,3,3-pentafluoropropyl)-1H-pyrazol-4-yl]-7-(trifluoromethyl)-1H,5H-imidazo[1,2-a]pyrimidin-5-one